C(C)S(=O)(=O)C[C@@H]1[C@H](N(C1)C=1C=CC(=C2C=C(N=CC12)NC=1N=C(N=NC1)N1C[C@@H]([C@@H](CC1)OC)F)C(C)C)C 8-[(2R,3S)-3-[(ethanesulfonyl)methyl]-2-methylazetidin-1-yl]-N-{3-[(3S,4R)-3-fluoro-4-methoxy-piperidin-1-yl]-1,2,4-triazin-5-yl}-5-(propan-2-yl)isoquinolin-3-amine